2,4-dimethyl-4-{[2-(pyridin-4-yl)-1,7-naphthyridin-4-yl]Amino}pentan-2-ol CC(C)(CC(C)(NC1=CC(=NC2=CN=CC=C12)C1=CC=NC=C1)C)O